BrC=1NC2=CC=C(C=C2C1)C(=O)OC methyl 2-bromo-1H-indole-5-carboxylate